OCCOCCOCCOCCNCC 1,4,7,10-tetraoxa-13-aza-pentadecane